Cyclohexandiamin C1(CCCCC1)(N)N